NC1=NN2C3=C(C=C(C(=C13)OC1=C(C=CC(=C1)F)Cl)NC(C1=CC(=CC(=C1)C(F)(F)F)F)=O)CNC(C2)=O N-(2-amino-3-(2-chloro-5-fluorophenoxy)-8-oxo-6,7,8,9-tetrahydro-[1,4]diazepino[6,7,1-hi]indazol-4-yl)-3-fluoro-5-(trifluoromethyl)benzamide